BrC1=CC=C(C=C1)N1N=C(C(=C1)C1OC(C(N1CCC1=CC2=C(NC(N2)=O)C=C1)=O)C)C1=COC=C1 2-(1-(4-bromophenyl)-3-(furan-3-yl)-1H-pyrazol-4-yl)-5-methyl-3-(2-(2-oxo-2,3-dihydro-1H-benzo[d]imidazol-5-yl)ethyl)oxazolidin-4-one